[Br-].C(C)C1=C(C(=CC=C1)CC)N1C(=[N+](C=C1)C1=C(C=CC=C1CC)CC)I 1,3-bis-(2,6-diethylphenyl)-2-iodoimidazolium bromide